6-[5-({1-[(2E)-2-(aminomethyl)-3-fluoroprop-2-en-1-yl]-5-oxo-1,5-dihydro-4H-1,2,4-triazol-4-yl}methyl)thiophen-2-yl]-7-fluoro-2H-1,4-benzoxazin-3(4H)-one hydrochloride Cl.NC/C(/CN1N=CN(C1=O)CC1=CC=C(S1)C=1C(=CC2=C(NC(CO2)=O)C1)F)=C\F